N[C@H](C(=O)O)CC1C(NC2=CC=CC=C2C1)=O (2S)-2-amino-3-(2-oxo-1,2,3,4-tetrahydroquinolin-3-yl)propanoic acid